C(C)(C)(C)C1=C(C=C(C=N1)C=1N=C2SCCCN2C(C1C#N)=O)F 8-(6-(tert-butyl)-5-fluoropyridin-3-yl)-6-oxo-3,4-dihydro-2H,6H-pyrimido[2,1-b][1,3]thiazine-7-carbonitrile